N-(3-(4-chlorobenzyl)-7-ethyl-6-oxo-6,7-dihydro-3H-purin-2-yl)-4-hydroxybenzoamide ClC1=CC=C(CN2C(=NC(C=3N(C=NC23)CC)=O)NC(C2=CC=C(C=C2)O)=O)C=C1